C(C)(C)(C)OC(=O)N1CCC(=CC1)C1=CC=CC=2NC(OC21)=O 4-(2-oxo-3H-1,3-benzoxazol-7-yl)-3,6-dihydro-2H-pyridine-1-carboxylic acid tert-butyl ester